ClC=1C(=C(C(=CC1)OC(F)F)C1=CN=CC(=N1)C(=O)NC=1C=NN(C1)[C@@H](C)C=1N=NC(=C(C1)C)N1C([C@@H]2C[C@@H]2C1)=O)F |o1:25| 6-(3-chloro-6-(difluoromethoxy)-2-fluorophenyl)-N-(1-((S or R)-1-(5-methyl-6-((1R,5S)-2-oxo-3-azabicyclo[3.1.0]hex-3-yl)pyridazin-3-yl)ethyl)-1H-pyrazol-4-yl)pyrazine-2-carboxamide